tert-butyl 4-[[4-[2-(4-hydroxyphenyl) ethyl]piperazin-1-yl]methyl]piperidine-1-carboxylate OC1=CC=C(C=C1)CCN1CCN(CC1)CC1CCN(CC1)C(=O)OC(C)(C)C